CC12C(CCCC1)C(=O)OC2=O methyl-cyclohexane-1,2-dicarboxylic anhydride